O=C1NC(CCC1C1=CC(=C(C=C1)N1CC2(C1)CCN(CC2)CC2CCN(CC2)NC(OC(C)(C)C)=O)F)=O tert-butyl N-[4-[[2-[4-(2,6-dioxo-3-piperidyl)-2-fluoro-phenyl]-2,7-diazaspiro[3.5]nonan-7-yl]methyl]-1-piperidyl]carbamate